4-(4-nitrophenyl)butyric acid [N+](=O)([O-])C1=CC=C(C=C1)CCCC(=O)O